o-carboxyphenyl-n-pentanone C(=O)(O)C1=C(C=CC=C1)CC(CCC)=O